8-[1-(2,2-difluoroethyl)-1H-pyrazolo[3,4-b]pyrazin-6-yl]-2-[2-(trifluoromethyl)pyridin-4-yl]-2,8-diazaspiro[4.5]decane FC(CN1N=CC=2C1=NC(=CN2)N2CCC1(CCN(C1)C1=CC(=NC=C1)C(F)(F)F)CC2)F